6-[1-(2,2-difluoroethyl)-1H-pyrazolo[3,4-b]pyrazin-6-yl]-2-[4-(trifluoromethyl)pyridin-3-yl]-2,6-diazaspiro[3.5]nonane FC(CN1N=CC=2C1=NC(=CN2)N2CC1(CN(C1)C=1C=NC=CC1C(F)(F)F)CCC2)F